N-Cbz-aminocaproic acid C(=O)(OCC1=CC=CC=C1)NC(C(=O)O)CCCC